FC(C1=NN=C(O1)C=1C=CC(=NC1)CN1C(C2=CC(=CC=C2C(C1=O)(C)C)N1CCN(CC1)C(C)C)=O)F 2-((5-(5-(difluoromethyl)-1,3,4-oxadiazole-2-yl)pyridine-2-yl)methyl)-7-(4-isopropylpiperazine-1-yl)-4,4-dimethylisoquinoline-1,3(2H,4H)-dione